O=C1NC=2N(C3=C1C=CN=C3)N=NC2C(=O)OCC ethyl 5-oxo-4,5-dihydropyrido[4,3-e][1,2,3]triazolo[1,5-a]pyrimidine-3-carboxylate